FC(C=1C=NN(C1)C=1C=C(C(=O)O)C=CC1)(F)F 3-[4-(Trifluoromethyl)pyrazol-1-yl]benzoic acid